C(#N)C1=CNC2=C(C=CC(=C12)C)NS(=O)(=O)C=1C=NN(C1)CCC N-(3-Cyano-4-methyl-1H-indol-7-yl)-1-propyl-pyrazol-4-sulfonamid